C(C)OC(=C)C1=C(C=C(C2=C1N(C=N2)C)C2=CC=C(C=C2)OC(F)(F)F)N 7-(1-ethoxyvinyl)-1-methyl-4-(4-(trifluoromethoxy)phenyl)-1H-benzo[d]imidazol-6-amine